(2S,4S)-1-(3-Cyano-4,6-dimethylpyridin-2-yl)-N-ethyl-4-(methyl(2-(methylsulfonyl)-ethyl)amino)-N-(m-tolyl)-pyrrolidine-2-carboxamide C(#N)C=1C(=NC(=CC1C)C)N1[C@@H](C[C@@H](C1)N(CCS(=O)(=O)C)C)C(=O)N(C=1C=C(C=CC1)C)CC